COC(C1=C(C=C(C(=C1)[N+](=O)[O-])C1CC1)F)=O 4-Cyclopropyl-2-fluoro-5-nitrobenzoic acid methyl ester